[Ca+2].C([O-])([O-])=O carbonic acid calcium salt